1-(1Z-octadecenyl)-2-(6Z,9Z,12Z,15Z-octadecatetraenoyl)-glycero-3-phosphoserine CCCCCCCCCCCCCCCC/C=C\OC[C@H](COP(=O)(O)OC[C@@H](C(=O)O)N)OC(=O)CCCC/C=C\C/C=C\C/C=C\C/C=C\CC